FC(C1=CC(=CC=C1)C(=O)O)(F)F α,α,α-trifluoro-m-toluic acid